2-(5-octa-sulfanyl-2H-benzotriazol-2-yl)-6-t-butyl-4-methylphenol S(SSSSSSS)C1=CC=2C(=NN(N2)C2=C(C(=CC(=C2)C)C(C)(C)C)O)C=C1